sodium (2r,5r)-2-fluoro-7-oxo-1,6-diazabicyclo[3.2.1]octyl-6-yl sulfate S1(=O)(=O)O[C@@]2(N3C(N([C@H](CC2)C3)O1)=O)F.[Na]